N[C@@H](CCCCN)C(=O)O.OC(=O)[C@H](C)C1=CC=C(CC(C)C)C=C1 |&1:13| Racemic-Ibuprofen Lysinate